ICC1OC(OC1C)=O 4-iodomethyl-5-methyl-1,3-dioxolan-2-one